BrC1=C(C=CC=C1)C=1OCCCN1 2-(2-bromophenyl)-5,6-dihydro-4H-1,3-oxazine